C(C)C=1C(NC=2C=C(C=NC2C1)CN1CCN(CC1)C=1C=CC(=NC1)C(=O)N[C@H]1CN(CC1)C(=O)OC(C)(C)C)=O tert-butyl (R)-3-(5-(4-((7-ethyl-6-oxo-5,6-dihydro-1,5-naphthyridin-3-yl)methyl)piperazin-1-yl)picolinamido)pyrrolidine-1-carboxylate